C1CN(CCC12CCN(CC2)C(=O)OC(C)(C)C)C(=O)OCC=C 3-allyl 9-(tert-butyl) 3,9-diazaspiro[5.5]undecane-3,9-dicarboxylate